FC1=C2C=C(N(C2=CC(=C1)CN1CCC2(CN(C2)C2=NC=NC3=CC=C(C=C23)CC(F)(F)F)CC1)CC(C)N1CCN(CC1)S(=O)(=O)C)C#N 4-fluoro-1-[2-(4-methylsulfonylpiperazin-1-yl)propyl]-6-[[2-[6-(2,2,2-trifluoroethyl)quinazolin-4-yl]-2,7-diazaspiro[3.5]nonan-7-yl]methyl]indole-2-carbonitrile